2-(2-methoxypyridin-3-yl)-9,9-dimethyl-8-oxo-2-azaspiro[4.5]dec-6-ene-7-carbonitrile COC1=NC=CC=C1N1CC2(CC1)C=C(C(C(C2)(C)C)=O)C#N